N-(3-(1,1-difluoroethyl)phenyl)-1-(5-methoxypyridin-2-yl)-3-methyl-5-oxo-4,5-dihydro-1H-pyrazole-4-carboxamide FC(C)(F)C=1C=C(C=CC1)NC(=O)C1C(=NN(C1=O)C1=NC=C(C=C1)OC)C